NC([C@H](C[C@H]1C(NCCC1)=O)NC(OC(C)(C)C)=O)=O tert-butyl N-[(1S)-2-amino-2-oxo-1-[[(3S)-2-oxo-3-piperidyl]methyl]ethyl]carbamate